bis[3-(trimethoxysilyl) propyl] tetrasulfide CO[Si](CCCSSSSCCC[Si](OC)(OC)OC)(OC)OC